FC1=C(C=C(C=N1)NC(=O)C1=C(N(C(=C1C)C(C(=O)N[C@H]1[C@@H](COCC1)O)=O)C)C)C N-(6-fluoro-5-methylpyridin-3-yl)-5-(2-(((3S,4R)-3-hydroxytetrahydro-2H-pyran-4-yl)amino)-2-oxoacetyl)-1,2,4-trimethyl-1H-pyrrole-3-carboxamide